BrC1=CC=C(C=C1)C1=C(C=CC=C1)C1=NC=CC=C1 2-(4'-Bromo-[1,1'-biphenyl]-2-yl)pyridine